(S)-2-amino-3-(7-fluoro-1-hydroxy-1,3-dihydrobenzo[c][1,2]oxaborol-4-yl)propanoic acid N[C@H](C(=O)O)CC1=CC=C(C=2B(OCC21)O)F